CN1N=C2C(N=CC(=C2)NC(C2=CC=CC=C2)C2=CC=CC=C2)=C1 N-(2-methyl-2H-pyrazolo[4,3-b]pyridin-6-yl)-1,1-diphenylmethylamine